C(#N)C=1C=C(C=CC1)CN1C2=CC=CC(=C2C=2C(=CC=CC12)C(C(=O)O)=O)C(N)=O {9-[(3-cyanophenyl)methyl]-5-carbamoylcarbazole-4-yl}oxoacetic acid